4-(1-sec-butyl-7-{[(R)-cyclopropyl-(quinolin-3-yl)methyl]amino}-1H-pyrazolo[4,3-d]pyrimidin-5-yl)-N'-cyanopiperazine-1-carboxamidine C(C)(CC)N1N=CC=2N=C(N=C(C21)N[C@@H](C=2C=NC1=CC=CC=C1C2)C2CC2)N2CCN(CC2)C(=NC#N)N